Iodomethanone IC=O